tertiary butyl 2-acetylbenzoate C(C)(=O)C1=C(C(=O)OC(C)(C)C)C=CC=C1